7-amino-4-chloromethylcoumarin NC1=CC=C2C(=CC(OC2=C1)=O)CCl